4-tert-butylphenyl-boronic acid C(C)(C)(C)C1=CC=C(C=C1)B(O)O